aluminium hydrogensulfate S(=O)(=O)(O)[O-].[Al+3].S(=O)(=O)(O)[O-].S(=O)(=O)(O)[O-]